CN(C(C(C)C)=O)CCNC N-methyl-N-(2-(methylamino)ethyl)isobutyramide